(2,6-dioxopiperidin-3-yl)-5-fluoro-6-[3-fluoro-3-(hydroxymethyl)azetidin-1-yl]-2,3-dihydro-1H-isoindole-1,3-dione O=C1NC(CCC1N1C(C2=CC(=C(C=C2C1=O)F)N1CC(C1)(CO)F)=O)=O